4-((1-(6-(6-(Difluoromethyl)imidazo[1,2-b]pyridazin-3-yl)pyrimidin-4-yl)pyrrolidin-3-yl)methyl)piperazin-2-one FC(C=1C=CC=2N(N1)C(=CN2)C2=CC(=NC=N2)N2CC(CC2)CN2CC(NCC2)=O)F